FC(C1=NC=NC=C1B(O)O)(F)F 4-(TRIFLUOROMETHYL)PYRIMIDINE-5-BORONIC ACID